C(C)(C)C1=C(C(=NC(=C1)C(F)(F)F)C1=CC(=NC=C1)OC)NC(=O)NS(=O)(=O)C=1C=NN2C1OCCC2 N-((4-isopropyl-2'-methoxy-6-(trifluoromethyl)-[2,4'-bipyridin]-3-yl)carbamoyl)-6,7-dihydro-5H-pyrazolo[5,1-b][1,3]oxazine-3-sulfonamide